O=C1CC(CC1)NC(N)=O 3-(3-oxocyclopentyl)urea